C(CCCCCCCC)(=O)OCCCCCCCCCCCCCCCCCCCC eicosyl n-nonanoate